C(C)(=O)C1=C(C=CC=C1)NC(=O)C1=NC(=CC=C1)F N-(2-acetylphenyl)-6-fluoropyridinecarboxamide